1-(7-(2-methylbenzoyl)-9,9-dibutylfluoren-2-yl)-3-cyclohexylpropane-1,2-dione-2-oxime acetate C(C)(=O)O.CC1=C(C(=O)C2=CC=C3C=4C=CC(=CC4C(C3=C2)(CCCC)CCCC)C(C(CC2CCCCC2)=NO)=O)C=CC=C1